2-(4-chloro-phenyl)-5-hydroxy-[1,7]naphthyridine-6-carboxylic acid methyl ester COC(=O)C=1C(=C2C=CC(=NC2=CN1)C1=CC=C(C=C1)Cl)O